C(C)(C)(C)OC(=O)N1CC(CC1)C1=CC2=C(N(C(N2C)=O)C2C(NC(CC2)=O)=O)C=C1.CC1(N(CC(C(C1)=O)(C)C)C(=O)NCCCCC1=CC=CC=C1)C 2,2,5,5-tetramethyl-4-oxo-N-(4-phenylbutyl)piperidine-1-carboxamide Tert-butyl-3-[1-(2,6-dioxopiperidin-3-yl)-3-methyl-2-oxo-1,3-benzodiazol-5-yl]pyrrolidine-1-carboxylate